1-(4-nitrophenyl)propan-2-one [N+](=O)([O-])C1=CC=C(C=C1)CC(C)=O